C(C=C)(=O)N1C[C@H](C[C@@H]1COC)N1N=C(C(=C1NC)C(=O)N)C#CC=1C=2N(C(=CC1Cl)C1CC1)C(=NN2)C2CC2 1-((3S,5R)-1-acryloyl-5-(methoxymethyl)pyrrolidin-3-yl)-3-((7-chloro-3,5-dicyclopropyl-[1,2,4]triazolo[4,3-a]pyridin-8-yl)ethynyl)-5-(methylamino)-1H-pyrazole-4-carboxamide